C/C(/C=C/C1=C(\C(\CCC1(C)C)=C\C(=O)OCC)C)=C\C=C\C(=C/C(NC1=CC=CC=C1)=O)\C (E)-ethyl 2-(3-((1E,3E,5E,7Z)-3,7-dimethyl-9-oxo-9-(phenylamino)nona-1,3,5,7-tetraen-1-yl)-2,4,4-trimethylcyclohex-2-en-1-ylidene)acetate